C(C)N(C1=CC=C2C=C(C(OC2=C1)=O)C(=O)N1CCN(CC1)C1=CC=C(/C=C/C2=CCN(C=C2)C)C=C1)CC (E)-4-(4-(4-(7-(diethylamino)-2-oxo-2H-chromene-3-carbonyl)piperazine-1-yl)styryl)-1-methylpyridine